BrC1=C(C=C(C(=O)N2CC=3N(CC2)C(N(C3C(=O)NCC3=C(C=C(C=C3)OC)CC)C3=CC=C(C=C3)OC)=O)C=C1)Cl 7-(4-bromo-3-chloro-benzoyl)-N-[(2-ethyl-4-methoxy-phenyl)methyl]-2-(4-methoxyphenyl)-3-oxo-6,8-dihydro-5H-imidazo[1,5-a]pyrazine-1-carboxamide